CN1C(=NC=2C1=NC=CC2)C=2C(=C(C=C(C2N2C1=CC=CC=C1N(C=1C=CC=CC21)C)N2C1=CC=CC=C1N(C=1C=CC=CC21)C)N2C1=CC=CC=C1N(C=1C=CC=CC21)C)N2C1=CC=CC=C1N(C=1C=CC=CC21)C 10,10',10'',10'''-(3-(3-methyl-3H-imidazo[4,5-b]pyridin-2-yl)benzene-1,2,4,5-tetrayl)tetrakis(5-methyl-5,10-dihydrophenazine)